FC=1C(=NC=C(C1)[N+](=O)[O-])OC1=CC(=C(C=C1)C)OC 3-fluoro-2-(3-methoxy-4-methyl-phenoxy)-5-nitro-pyridine